(S)-N-(1-(5-Aminopyridin-2-yl)-2,2,2-trifluoroethyl)-N,N'-dimethylcyclopropane-1,1-dicarboxamide NC=1C=CC(=NC1)[C@@H](C(F)(F)F)N(C(=O)C1(CC1)C(=O)NC)C